4-((5-oxopyrrolidin-3-yl)amino)-pyrrolidine-2-carboxamide O=C1CC(CN1)NC1CC(NC1)C(=O)N